3-bromo-2-chloro-5-(difluoromethoxy)aniline BrC=1C(=C(N)C=C(C1)OC(F)F)Cl